2,2-dimethyl-1-((2S,5S)-9-((triisopropylsilyl)ethynyl)-2,3-dihydro-2,5-methanopyrido[3,4-f][1,4]oxazepin-4(5H)-yl)propan-1-one CC(C(=O)N1C[C@H]2OC3=C([C@@H]1C2)C=NC=C3C#C[Si](C(C)C)(C(C)C)C(C)C)(C)C